C(C1=CC=CC=C1)N1CC=2C(N(C=3N(C2CC1)C=CN3)CC3=C(C=C(C=C3)F)F)=O 7-benzyl-4-(2,4-difluorobenzyl)-6,7,8,9-tetrahydroimidazo[1,2-a]pyrido[3,4-e]pyrimidin-5(4H)-one